(R)-3-(trifluoromethyl)-4,5,6,7-tetrahydrobenzothiophen-6-amine FC(C1=CSC2=C1CC[C@H](C2)N)(F)F